bis(cyclopentadienyl)bis[2,6-difluoro-3-(N-ethylbutyrylamino)phenyl]titanium C1(C=CC=C1)[Ti](C1=C(C(=CC=C1F)NC(CCCCC)=O)F)(C1=C(C(=CC=C1F)NC(CCCCC)=O)F)C1C=CC=C1